P(O)(=O)(OP(=O)(O)O)OC[C@@H]1[C@H](C[C@@H](O1)N1C(=O)N=C(N)C(=C1)CO)O 5-hydroxymethyl-2'-deoxycytidine diphosphate